2-(5-{[(5S,6S,7R)-6-fluoro-3-oxa-9-azabicyclo[3.3.1]nonan-7-yl](methyl)amino}pyrazin-2-yl)-5-(6-methoxypyrimidin-4-yl)phenol F[C@H]1[C@@H]2COCC(C[C@H]1N(C=1N=CC(=NC1)C1=C(C=C(C=C1)C1=NC=NC(=C1)OC)O)C)N2